N-((3S,4S)-3-((2-(2,6-dichloro-3,5-dimethoxyphenyl)-4-oxo-4H-pyrano[2,3-c]pyridin-6-yl)amino)tetrahydro-2H-pyran-4-yl)acrylamide ClC1=C(C(=C(C=C1OC)OC)Cl)C1=CC(C=2C(=CN=C(C2)N[C@@H]2COCC[C@@H]2NC(C=C)=O)O1)=O